2,2-dimethylpentanoate CC(C(=O)[O-])(CCC)C